3-(1-cyanoazetidin-3-yl)-N-(1-methylcyclopropyl)-1-((1-methylcyclopropyl)methyl)-2,4-dioxo-1,2,3,4-tetrahydroquinazoline-6-sulfonamide C(#N)N1CC(C1)N1C(N(C2=CC=C(C=C2C1=O)S(=O)(=O)NC1(CC1)C)CC1(CC1)C)=O